CN(C(=O)C1=NN(C(=C1)CNC(OC(C)(C)C)=O)C)C tert-butyl ((3-(dimethylcarbamoyl)-1-methyl-1H-pyrazol-5-yl)methyl)carbamate